ClC=1C(=NN(C(C1)=O)C1=C(C=CC=C1)F)C(=O)OC methyl 4-chloro-1-(2-fluorophenyl)-6-oxo-1,6-dihydropyridazine-3-carboxylate